ClC1=NC=C(C(=N1)OC=1N=CC=2CCC3=C(C2C1F)NC1=C3C(NCC1)=O)CO 2-((2-chloro-5-(hydroxymethyl)pyrimidin-4-yl)oxy)-1-fluoro-5,6,8,9,10,11-hexahydro-7H-pyrido[3',4':4,5]pyrrolo[2,3-f]isoquinolin-7-one